1-(3-((4-((4,4-difluoropiperidin-1-yl)methyl)-3-fluorobenzyl)amino)phenyl)dihydropyrimidine-2,4(1H,3H)-dione FC1(CCN(CC1)CC1=C(C=C(CNC=2C=C(C=CC2)N2C(NC(CC2)=O)=O)C=C1)F)F